tert-Butyl (5,6-diaminopyridin-3-yl)(methyl)carbamate NC=1C=C(C=NC1N)N(C(OC(C)(C)C)=O)C